isopropyl (S)-2-((S)-2-(1H-imidazol-5-yl)-2-methoxyacetamido)-6-diazo-5-oxohexanoate N1C=NC=C1[C@@H](C(=O)N[C@H](C(=O)OC(C)C)CCC(C=[N+]=[N-])=O)OC